ClC=1C(=C(/C=N/O)C(=C(C1OC)C\C=C(\C=C\[C@@]1([C@H]([C@](CC[C@H]1C)(C)O)C)C)/C)O)C (E)-3-chloro-6-hydroxy-5-((2E,4E)-5-((1R,2R,3R,6R)-3-hydroxy-1,2,3,6-tetramethylcyclohexyl)-3-methylpentane-2,4-dien-1-yl)-4-methoxy-2-methylbenzaldehyde oxime